2-(6-((2S,5R)-4-(1-(4,4-difluorochroman-6-yl)ethyl)-2,5-dimethylpiperazin-1-yl)-3,9-dimethyl-2-oxo-3,9-dihydro-2H-purin-8-yl)acetonitrile FC1(CCOC2=CC=C(C=C12)C(C)N1C[C@@H](N(C[C@H]1C)C=1C=2N=C(N(C2N(C(N1)=O)C)C)CC#N)C)F